2,11-Dichloro-8-fluorodibenzo[b,f][1,4]oxazepine ClC=1C=CC2=C(C(=NC3=C(O2)C=CC(=C3)F)Cl)C1